(Z)-2-(1-(4-(3-(4-Chlorophenyl)propyl)benzylidene)-2,5-dimethyl-1H-inden-3-yl)acetic acid ClC1=CC=C(C=C1)CCCC1=CC=C(\C=C/2\C(=C(C3=CC(=CC=C23)C)CC(=O)O)C)C=C1